CC1C2=CC=CC=C2C=2C=C(C=CC12)C(=O)NCC(=O)O (9-methyl-9H-fluorene-3-carbonyl)glycine